(3R,4S)-1-methyl-2-oxo-4-[3-(trifluoromethyl)phenyl]-3-Pyrrolidinecarboxylic acid methyl ester COC(=O)[C@H]1C(N(C[C@@H]1C1=CC(=CC=C1)C(F)(F)F)C)=O